5-(6-((1-((hexyldimethylsilyl)oxy)decyl)oxy)hexyl)-15,15-dimethyl-13-nonyl-12,14-dioxa-5-aza-15-silahenicosan-1-ol C(CCCCC)[Si](OC(CCCCCCCCC)OCCCCCCN(CCCCO)CCCCCCOC(O[Si](CCCCCC)(C)C)CCCCCCCCC)(C)C